methyl (1R,4r)-4-(((2S*,4R*)-2-methyl-1-propionyl-1,2,3,4-tetrahydroquinolin-4-yl)amino)cyclohexane-1-carboxylate C[C@@H]1N(C2=CC=CC=C2[C@@H](C1)NC1CCC(CC1)C(=O)OC)C(CC)=O |o1:1,9|